CC(CC)N1N=CC=C1C(=O)N[C@H](C(NC1=CC2=C(C=N1)C1(CCOCC1)C(N2)=O)=O)C2CCC(CC2)C 2-(Butan-2-yl)-N-{(1S)-1-(4-methylcyclohexyl)-2-oxo-2-[(2-oxospiro[1H-pyrrolo[3,2-c]-pyridine-3,4'-oxane]-6-yl)-amino]ethyl}pyrazole-3-carboxamide